BrC=1C=C2C(=NC1O[C@@H]1[C@H](COC1)CNS(=O)(=O)C1=CC=C(C=C1)C)N(C=C2)COCC[Si](C)(C)C N-(((3S,4R)-4-((5-bromo-1-((2-(trimethylsilyl)ethoxy)methyl)-1H-pyrrolo[2,3-b]pyridin-6-yl)oxy)tetrahydrofuran-3-yl)methyl)-4-methylbenzenesulfonamide